C1N(CC12CCOCC2)C2=C1C=CNC(C1=CN=C2)=O 5-(7-oxa-2-azaspiro[3.5]nonan-2-yl)-2,7-naphthyridin-1-one